methyl 3-iodo-4-((oxazol-5-ylmethyl)sulfonyl)benzoate IC=1C=C(C(=O)OC)C=CC1S(=O)(=O)CC1=CN=CO1